C1(CC1)S(=O)(=O)NC=1SC=C(N1)CC(=O)NC=1C=NC(=CC1)C1=CC=CC=C1 2-(2-(cyclopropanesulfonylamino)thiazol-4-yl)-N-(6-phenylpyridin-3-yl)acetamide